O[C@@H](COC1=CC=C(C(=O)OCC2=CC=CC=C2)C=C1)CN1C=NC=C1 Benzyl (R)-4-(2-hydroxy-3-(1H-imidazol-1-yl)propoxy)benzoate